CSSC The molecule is an organic disulfide that is methane in which one of the hydrogens has been replaced by a methyldisulfanyl group. It has a role as a xenobiotic metabolite.